FC(OC=1C=C(C=CC1)C1=NN(C=2C1=NC=C(C2)C(=O)N[C@@]2(CS(CC2)(=O)=O)C)[C@@H]2COCCC2)F 3-(3-(difluoromethoxy)phenyl)-N-((S)-3-methyl-1,1-dioxidotetrahydrothiophen-3-yl)-1-((S)-tetrahydro-2H-pyran-3-yl)-1H-pyrazolo[4,3-b]pyridine-6-carboxamide